uridine-5'-diphosphate P(O)(=O)(OP(=O)(O)O)OC[C@@H]1[C@H]([C@H]([C@@H](O1)N1C(=O)NC(=O)C=C1)O)O